OB1OCC2=C1C(=C(C=C2)C(=O)N[C@@H](C(C)C)C(=O)OCCN2CC(OC(C2)C)C)C 2-(2,6-dimethylmorpholino)ethyl (1-hydroxy-7-methyl-1,3-dihydrobenzo[c][1,2]oxaborole-6-carbonyl)-L-valinate